N-[(9H-fluoren-9-ylmethoxy)carbonyl]-L-aspartic acid hydrogen O4-tert-butyl ester C(C)(C)(C)OC(C[C@H](NC(=O)OCC1C2=CC=CC=C2C=2C=CC=CC12)C(=O)O)=O